ClC1=CC=C(C=C1)C(O)C1=NC(=CC=C1)F (4-Chlorophenyl)(6-fluoropyridin-2-yl)methanol